C(CCCCCCC)C(C(=O)O)=C.CC(CCCCCC)OC(C=C)=O acrylic acid-2-octyl ester (2-octyl acrylate)